5,6-dimethyl-3-{[3-(trifluoromethyl)benzyl]sulfanyl}[1,2,4]triazolo[4,3-a]pyrimidin-7(8H)-one CC1=C(C(NC=2N1C(=NN2)SCC2=CC(=CC=C2)C(F)(F)F)=O)C